[C@H](C)(CC)[C@@H]1N=C(C2=C(N(C1=O)CC(=O)NS(=O)(=O)C1=C(C=CC=C1)F)C=CC(=C2)Cl)C2=CC=CC=C2 2-((S)-3-((S)-sec-butyl)-7-chloro-2-oxo-5-phenyl-2,3-dihydro-1H-benzo[e][1,4]diazepin-1-yl)-N-((2-fluorophenyl)sulfonyl)acetamide